COC(=O)C1=CC=C(C=N1)N1CCN(CC1)C(=O)OC(C)(C)C tert-butyl 4-(6-(methoxycarbonyl)pyridin-3-yl)piperazine-1-carboxylate